3-Chloro-4-(2,6-dioxopiperidin-3-yl)benzoic acid ClC=1C=C(C(=O)O)C=CC1C1C(NC(CC1)=O)=O